1-[1-(2-cyclobutylethyl)-3-(trifluoromethyl)-1H-pyrazol-5-yl]-3-[(1-ethyl-1H-pyrazol-4-yl)methyl]-4-methyl-1,3-dihydro-2H-imidazol-2-one C1(CCC1)CCN1N=C(C=C1N1C(N(C(=C1)C)CC=1C=NN(C1)CC)=O)C(F)(F)F